[Si](C)(C)(C(C)(C)C)O[C@@H]([C@H](CC1=NN2C(C(=CC=C2C(=O)OC)NC)=C1)OC1CCCC1)C1=CC(=C(C(=C1)OC)C)OC methyl 2-((2S,3R)-3-((tert-butyldimethylsilyl)oxy)-2-(cyclopentyloxy)-3-(3,5-dimethoxy-4-methylphenyl)propyl)-4-(methylamino)pyrazolo[1,5-a]pyridine-7-carboxylate